N-{(1S)-1-Cyclohexyl-2-oxo-2-[(2-oxospiro[1H-pyrrolo[3,2-c]-pyridine-3,4'-oxane]-6-yl)-amino]ethyl}-3-(propan-2-yl)-isoxazole-4-carboxamide C1(CCCCC1)[C@@H](C(NC1=CC2=C(C=N1)C1(CCOCC1)C(N2)=O)=O)NC(=O)C=2C(=NOC2)C(C)C